(3-fluoro-4-(methylsulfonyl)phenyl)-4-(2-methylpyridin-4-yl)thiazol-2-amine FC=1C=C(C=CC1S(=O)(=O)C)C1=C(N=C(S1)N)C1=CC(=NC=C1)C